CC1CCC(C(C1)C(=O)NCC(=O)OCC)C(C)C ethyl N-[[5-methyl-2-(isopropyl)cyclohexyl]carbonyl]glycinate